NC(C(=O)O)CC1CCC1 amino-3-cyclobutylpropanoic acid